5-((3-((5-(anthracen-9-yloxy) pentyl) oxy) benzoyl) oxy)-1,3-phenylene bis(4-((5-(anthracen-9-yloxy) pentyl) oxy) benzoate) C1=CC=CC2=CC3=CC=CC=C3C(=C12)OCCCCCOC1=CC=C(C(=O)OC2=CC(=CC(=C2)OC(C2=CC(=CC=C2)OCCCCCOC=2C3=CC=CC=C3C=C3C=CC=CC23)=O)OC(C2=CC=C(C=C2)OCCCCCOC=2C3=CC=CC=C3C=C3C=CC=CC23)=O)C=C1